Cl.N1(C=NC=C1)CC#N 2-(1H-imidazole-1-yl)acetonitrile hydrochloride